NC1=CC(=C(C(=O)NC=2C(N(C=CC2)C2CC(CC2)(F)F)=O)C=C1)N1CCC2(CC2)CC1 4-amino-N-(1-(3,3-difluorocyclopentyl)-2-oxo-1,2-dihydropyridin-3-yl)-2-(6-azaspiro[2.5]octan-6-yl)benzamide